1-Chloroethyl 3-acetyl-2,2-dimethylthiazolidine-4-carboxylate C(C)(=O)N1C(SCC1C(=O)OC(C)Cl)(C)C